C(#N)C1=CC(=C(OCC2=CC=CC(=N2)OC2=CC=C(CC3=NC4=C(N3C[C@H]3OCC3)C=C(C=C4)C(=O)OC)C=C2)C=C1)F methyl (S)-2-(4-((6-((4-cyano-2-fluorophenoxy) methyl) pyridin-2-yl) oxy) benzyl)-1-(oxetan-2-ylmethyl)-1H-benzo[d]imidazole-6-carboxylate